N-(4-(7,8-difluoro-1,3,4,5-tetrahydro-2H-benzo[c]azepin-2-yl)-2,6-dimethylphenyl)-3,3-dimethylbutyramide FC1=CC2=C(CN(CCC2)C2=CC(=C(C(=C2)C)NC(CC(C)(C)C)=O)C)C=C1F